CN1CCN(CC1)C1=CC=C(CNC(=O)C=2SC=3C(C=4C=CN=CC4C(C3N2)=O)=O)C=C1 N-(4-(4-methylpiperazin-1-yl)benzyl)-4,9-dioxo-4,9-dihydrothiazolo[5,4-g]isoquinoline-2-carboxamide